C(C)(=O)OCCC(C=CCCCCCCCCC)C 3-methyltetradec-4-en-1-yl acetate